C12C(CC(C=C1)C2)OC2=NC(=CC(=C2)NC(=O)C2=CC1=C(S2)C=CC(=C1)C(C)(C)S(=O)(=O)C)Cl N-(2-(bicyclo[2.2.1]hept-5-en-2-yloxy)-6-chloropyridin-4-yl)-5-(2-(methylsulfonyl)propan-2-yl)benzo[b]thiophen-2-carboxamid